FC=1C(=NC=CC1)C(C)(C)N 2-(3-fluoro-2-pyridinyl)propan-2-amine